C(C)(C)(C)C1=CC(=NO1)NC(=O)NC 1-(5-tert-butyl-1,2-oxazol-3-yl)-3-methylurea